FC1=CC=CC=2C(=N[C@@H](C(NC21)=O)NC(=O)C2=C(N=C1N2N=C(C=C1)C)C1=NC=C(C=C1)F)C1=CC=CC=C1 N-[(3S)-9-fluoro-2-oxo-5-phenyl-1,3-dihydro-1,4-benzodiazepine-3-Yl]-2-(5-fluoropyridin-2-yl)-6-methylimidazo[1,2-b]pyridazine-3-carboxamide